4-iodo-3,3-difluoroindolin IC1=C2C(CNC2=CC=C1)(F)F